ClC=1C=C(C(=NC1)I)O 5-chloro-2-iodo-pyridin-3-ol